methyl 5-oxo-2,3,5,6-tetrahydroimidazo[1,2-c]quinazoline-8-carboxylate O=C1NC=2C=C(C=CC2C=2N1CCN2)C(=O)OC